(S)-2-(5-oxopyrrolidin-2-yl)acetonitrile O=C1CC[C@H](N1)CC#N